(3R,4R)-3-amino-1-(5-(4-fluoro-2-methoxyphenyl)imidazo[2,1-b][1,3,4]thiadiazol-2-yl)piperidin-4-ol N[C@@H]1CN(CC[C@H]1O)C1=NN2C(S1)=NC=C2C2=C(C=C(C=C2)F)OC